2,3,4,6-tetra(9H-carbazol-9-yl)-5-(1-phenyl-1H-benzo[d]imidazol-2-yl)benzonitrile C1=CC=CC=2C3=CC=CC=C3N(C12)C1=C(C#N)C(=C(C(=C1N1C2=CC=CC=C2C=2C=CC=CC12)N1C2=CC=CC=C2C=2C=CC=CC12)C1=NC2=C(N1C1=CC=CC=C1)C=CC=C2)N2C1=CC=CC=C1C=1C=CC=CC21